ClC1=C(COC[C@@H]2[C@H]([C@](C(O2)OC)(O)C#C)OCC2=C(C=C(C=C2)Cl)Cl)C=CC(=C1)Cl (3r,4r,5r)-5-(2,4-dichloro-benzyloxymethyl)-4-(2,4-dichlorobenzyloxy)-3-ethynyl-2-methoxy-tetrahydrofuran-3-ol